OCCN(CCNC(OC(C)(C)C)=O)C tert-butyl (2-((2-hydroxyethyl)(methyl)amino)ethyl)carbamate